CSCCN1N=CC=C1C(=O)N 2-(2-methylsulfanylethyl)pyrazole-3-carboxamide